ClC1=C(C=C(C=C1)CC(=O)NC1=CC(=NC=C1)C(=O)NC(C)(C)C#N)O 4-[[2-(4-chloro-3-hydroxy-phenyl)acetyl]amino]-N-(1-cyano-1-methyl-ethyl)pyridine-2-carboxamide